1-(tert-butyl) 3-(1,3-dioxoisoindolin-2-yl) azetidine-1,3-dicarboxylate N1(CC(C1)C(=O)ON1C(C2=CC=CC=C2C1=O)=O)C(=O)OC(C)(C)C